CN(C(OC(C)(C)C)=O)CCCN1C=NC2=C1C(=CC=C2)B2OC(C(O2)(C)C)(C)C tert-butyl N-methyl-N-[3-[7-(4,4,5,5-tetramethyl-1,3,2-dioxaborolan-2-yl)benzimidazol-1-yl]propyl]carbamate